3-((4-(1-(3-(4-(4-chloro-7,7-dimethyl-5-oxo-5,7-dihydroindolo[1,2-a]quinazolin-9-yl)piperidin-1-yl)cyclobutane-1-carbonyl)piperidin-4-yl)phenyl)amino)piperidine-2,6-dione ClC=1C=2C(N=C3N(C2C=CC1)C1=CC=C(C=C1C3(C)C)C3CCN(CC3)C3CC(C3)C(=O)N3CCC(CC3)C3=CC=C(C=C3)NC3C(NC(CC3)=O)=O)=O